C1(=CC=CC=C1)C(C(C)C)=O {phenyl}-2-methylpropan-1-one